OCCOCCN(C(CC)=O)C N-(2-(2-hydroxyethoxy)ethyl)-N-methylpropanamide